BrC1=CC(=CC=2C=C(OC21)F)C(=O)OC methyl 7-bromo-2-fluorobenzofuran-5-carboxylate